1-amino-2-ethylbenzene NC1=C(C=CC=C1)CC